C(CCC)P(=CC#N)(CCCC)CCCC 2-(tributylphosphoranylidene)acetonitrile